N[S@](=NC(CC1=C(C(=C(C=C1C(C)C)F)F)C(C)C)=O)(=O)C=1SC=C(N1)C(C)(C)O (R)-N-(amino(4-(2-hydroxypropan-2-yl)thiazol-2-yl)(oxo)-λ6-sulfaneylidene)-2-(3,4-difluoro-2,6-diisopropylphenyl)acetamide